C1(=C(C(=CC(=C1)C)C)C(=O)N1CC=CC1)C (2,5-dihydro-1H-pyrrol-1-yl) (mesityl) ketone